FC(C(=O)O)(F)F.N1CC(C1)N1CCC(CC1)NC=1C2=C(N=CN1)NC=C2C(=O)C2=C(C=C(C=C2)OC2=CC=CC=C2)Cl [4-[[1-(azetidin-3-yl)-4-piperidyl]amino]-7H-pyrrolo[2,3-d]pyrimidin-5-yl]-(2-chloro-4-phenoxy-phenyl)methanone trifluoroacetate